tert-butyl N-[(tert-butoxy)carbonyl]-N-(3-oxopropyl)carbamate C(C)(C)(C)OC(=O)N(C(OC(C)(C)C)=O)CCC=O